C1(CC1)C=1C=C(C=NC1)B1OC(C)(C)C(C)(C)O1 5-cyclopropylpyridin-3-ylboronic acid pinacol ester